CC(C)(C)O The molecule is a tertiary alcohol alcohol that is isobutane substituted by a hydroxy group at position 2. It has a role as a human xenobiotic metabolite. It derives from a hydride of an isobutane.